N-(5-bromo-4-methyl-3-pyridinyl)carbamic acid tert-butyl ester C(C)(C)(C)OC(NC=1C=NC=C(C1C)Br)=O